1-eicosanoyl-2-(6Z,9Z,12Z-octadecatrienoyl)-glycero-3-phospho-(1'-sn-glycerol) CCCCCCCCCCCCCCCCCCCC(=O)OC[C@H](COP(=O)(O)OC[C@H](CO)O)OC(=O)CCCC/C=C\C/C=C\C/C=C\CCCCC